(7-methyl-[1,2,4]triazolo[1,5-a]pyridin-6-yl)carbamate CC1=CC=2N(C=C1NC([O-])=O)N=CN2